3-(5-(1-(7-((4-(((R)-1-(3-bromophenyl)ethyl)amino)-6-methoxy-2-methylquinazolin-7-yl)oxy)heptyl)piperidin-4-yl)-6-fluoro-1-oxoisoindolin-2-yl)piperidine-2,6-dione BrC=1C=C(C=CC1)[C@@H](C)NC1=NC(=NC2=CC(=C(C=C12)OC)OCCCCCCCN1CCC(CC1)C=1C=C2CN(C(C2=CC1F)=O)C1C(NC(CC1)=O)=O)C